3-(Cyclohexylamino)-propan C1(CCCCC1)NCCC